FC=1C=C(C=C(C1C=COC)F)C1=CN(C(C2=CN=CC=C12)=O)C 4-(3,5-difluoro-4-(2-methoxyvinyl)phenyl)-2-methyl-2,7-naphthyridin-1(2H)-one